(R)-6-chloro-3-((1-(2-cyclobutoxy-3,6-dimethyl-4-oxo-3,4-dihydroquinazolin-8-yl)ethyl)amino)-N-(methylsulfonyl)picolinamide ClC1=CC=C(C(=N1)C(=O)NS(=O)(=O)C)N[C@H](C)C=1C=C(C=C2C(N(C(=NC12)OC1CCC1)C)=O)C